C1(CC1)CNC(NCC1=C(N=NN1C)C1=CC=C(C(=N1)CC)O[C@@H]1C[C@H](CCC1)C(=O)O)=O (1S,3S)-3-((6-(5-((3-(cyclopropyl-methyl)ureido)methyl)-1-methyl-1H-1,2,3-triazol-4-yl)-2-ethyl-pyridin-3-yl)oxy)cyclohexane-1-carboxylic acid